4-(2-chloro-4-fluoro-phenyl)-7-[(1R)-1-methyl-2-oxo-2-(4-propanoylpiperazin-1-yl)ethoxy]chromen-2-one ClC1=C(C=CC(=C1)F)C1=CC(OC2=CC(=CC=C12)O[C@@H](C(N1CCN(CC1)C(CC)=O)=O)C)=O